C1(CCCCC1)C(COC)(COC)CCC1C(CCCC1C)C 2-cyclohexyl-2-((2,6-dimethyl)cyclohexylethyl)-1,3-dimethoxypropane